C(C)(C)(C)OC(=O)N1C=CC2=CC=C(C=C12)C(F)F 6-(difluoromethyl)-1H-indole-1-carboxylic acid tert-butyl ester